trans-4-(2-(4-(2-Methoxyphenyl)piperazin-1-yl)ethyl)cyclohexan-1-amine COC1=C(C=CC=C1)N1CCN(CC1)CC[C@@H]1CC[C@H](CC1)N